NC1(CC1)COC1=C(C2=C(C=N1)CC(C2)CNCCC2CN(C(O2)=O)C=2C=CC=1OCC(NC1N2)=O)C 6-[5-[2-[[3-[(1-aminocyclopropyl)methoxy]-4-methyl-6,7-dihydro-5H-cyclopenta[c]pyridin-6-yl]methylamino]ethyl]-2-oxo-1,3-oxazolidin-3-yl]-4H-pyrido[3,2-b][1,4]oxazin-3-one